ClC1=C(OCC(=O)OCC(C)C)C=CC(=C1)Cl 2,4-dichlorophenoxyacetic acid, isobutyl ester